ClC1=C2CCC=C(C2=CC(=C1OCCCl)Cl)C1=NC=C(C=C1)OC 2-(5,7-dichloro-6-(2-chloroethoxy)-3,4-dihydronaphthalen-1-yl)-5-methoxypyridine